(2R)-2-(hydroxymethyl)-4-methylpyrrolidine-1-carboxylic acid tert-butyl ester C(C)(C)(C)OC(=O)N1[C@H](CC(C1)C)CO